FC(CN1C2(CC(C1)C2)CO)(F)F (2-(2,2,2-trifluoroethyl)-2-azabicyclo[2.1.1]hexan-1-yl)methanol